C(C)N(C1=CC=C2C=C(C(OC2=C1)=O)C(=O)NN=CC1=C(C=C(C=C1)N(CC)CC)O)CC 7-(diethylamino)-N'-(4-(diethylamino)-2-hydroxybenzylidene)-2-oxo-2H-chromene-3-carbohydrazide